5-(6-fluoro-2-oxo-2,3-dihydro-1H-benzo[d]imidazol-1-yl)picolinic acid methyl ester COC(C1=NC=C(C=C1)N1C(NC2=C1C=C(C=C2)F)=O)=O